CC1=NN(C(=C1)C)C=1C=CC(N(N1)CC1CN(C1)C(C1=CC=C(C=C1)C1=CC=CC=C1)=O)=O 6-(3,5-dimethylpyrazol-1-yl)-2-[[1-(4-phenylbenzoyl)azetidin-3-yl]methyl]pyridazin-3-one